eudesma-4(14),7(11)-dien-8-one CC(=C1C[C@H]2C(=C)CCC[C@@]2(CC1=O)C)C